C(CCCCCCCCCCCCC)NP(O)(O)=O.C(CCCCCCCCCCCCC)NP(=O)(N)N tetradecyl-phosphoramide (tetradecyl phosphoramidate)